bisphenol A bis(2-ethyl hexanoate) C(C)C(C(=O)O)CCCC.C(C)C(C(=O)O)CCCC.OC1=CC=C(C=C1)C(C)(C)C1=CC=C(C=C1)O